6-methyl-4-(3-methyl-1-((4-(pyrrolidin-1-yl)bicyclo[2.2.2]oct-1-yl)methyl)-6,7-dihydro-1H-pyrazolo[4,3-c]pyridin-5(4H)-yl)-1H-pyrazolo[3,4-d]pyrimidine CC1=NC(=C2C(=N1)NN=C2)N2CC1=C(CC2)N(N=C1C)CC12CCC(CC1)(CC2)N2CCCC2